FC1=CC=C(C=N1)C1(NC(=NC(=N1)NC(C)C)C1=CC=CC=C1)N 2-(6-fluoropyridin-3-yl)-N4-isopropyl-6-phenyl-1,3,5-triazine-2,4-diamine